1-(4-(6-aminopyridin-3-yl)morpholin-2-yl)cyclopropan-1-ol NC1=CC=C(C=N1)N1CC(OCC1)C1(CC1)O